azacyclopentadecane N1CCCCCCCCCCCCCC1